N[C@H](C(C)C)C(=O)O[C@H]1C[C@H](CC1)C1=CC(=NN1)NC(CC1=CC(=NO1)C)=O (1R,3S)-3-(3-(2-(3-methylisoxazol-5-yl)acetamido)-1H-pyrazol-5-yl)cyclopentyl D-valinate